FC1=C(C(=CC2=CN(N=C12)C1CCC(CC1)CO)NC(=O)C1=NC(=CC=C1)C(F)(F)F)OC N-[7-fluoro-2-[4-(hydroxymethyl)cyclohexyl]-6-methoxy-indazol-5-yl]-6-(trifluoromethyl)pyridine-2-carboxamide